N-(6-((5-bromo-2-((4-(4-(4-(2-chloroethyl)piperazin-1-yl)piperidin-1-yl)-5-ethyl-2-methoxyphenyl)amino)pyrimidin-4-yl)amino)quinoxalin-5-yl)methanesulfonamide BrC=1C(=NC(=NC1)NC1=C(C=C(C(=C1)CC)N1CCC(CC1)N1CCN(CC1)CCCl)OC)NC=1C(=C2N=CC=NC2=CC1)NS(=O)(=O)C